(S)-6-bromo-3-(1-(3-methoxyphenyl)ethyl)quinazolin-4(3H)-one BrC=1C=C2C(N(C=NC2=CC1)[C@@H](C)C1=CC(=CC=C1)OC)=O